(S)-ethyl 2-((2S,3R,6S)-2,3-bis(4-chlorophenyl)-6-(4-cyanobenzyl)-5-oxomorpholino)-2-cyclopropylacetate ClC1=CC=C(C=C1)[C@@H]1O[C@H](C(N([C@@H]1C1=CC=C(C=C1)Cl)[C@H](C(=O)OCC)C1CC1)=O)CC1=CC=C(C=C1)C#N